C[C@@H]1N(C[C@H](N(C1)CC1CCOCC1)C)C(=O)N1C(C=2NN=C(C2C1)NC(=O)C=1N=C(OC1)CC)(C)C N-(5-{[(2S,5R)-2,5-dimethyl-4-(tetrahydro-2H-pyran-4-ylmethyl)piperazin-1-yl]carbonyl}-6,6-dimethyl-1,4,5,6-tetrahydropyrrolo[3,4-c]pyrazol-3-yl)-2-ethyl-1,3-oxazole-4-carboxamide